1,7-dichloro-4-methoxyisoquinoline ClC1=NC=C(C2=CC=C(C=C12)Cl)OC